C(C)(C)(C)OC(=O)N1CCN(CC1)C1=NC=NC2=CC=C(C=C12)Br 4-(6-bromoquinazolin-4-yl)piperazine-1-carboxylic acid tert-butyl ester